3,5,7-triphenylmethyl-pentasiloxane C1(=CC=CC=C1)C[SiH](O[SiH3])O[SiH](O[SiH](O[SiH3])CC1=CC=CC=C1)CC1=CC=CC=C1